1-{4-[4-(2-Fluoro-phenyl)-thiazol-2-ylamino]-phenyl}-3-(1H-pyrazol-4-ylmethyl)-urea FC1=C(C=CC=C1)C=1N=C(SC1)NC1=CC=C(C=C1)NC(=O)NCC=1C=NNC1